C(CCCCCCC)(=O)C(C(=O)OCC(O)CO)CCCCCCCC Glycerol mono-octanoyl-decanoate